ClC1=C(C=C2C=C(N=CC2=C1)NC(=O)[C@H]1OCC(CC1)(F)F)N1CCN(CC1)[C@@]1(COC[C@@H]1O)C (2S)-N-(7-chloro-6-((3R,4R)-4-(4-hydroxy-3-methyltetrahydrofuran-3-yl)piperazin-1-yl)isoquinolin-3-yl)-5,5-difluorotetrahydro-2H-pyran-2-carboxamide